Cl.Cl.C[C@@H]1N(CCCNC1)S(=O)(=O)C1=C2C(=CN=CC2=CC=C1)C (S)-(+)-2-methyl-1-[(4-methyl-5-isoquinolinyl)sulfonyl]-hexahydro-1H-1,4-diazepin dihydrochloride